CS(=O)(=O)OCC1=CC(=C(C=C1)C=1N(C2=NC=NC(=C2N1)OC1(CC1)C)CC1=CC=CC=C1)Cl 4-(9-benzyl-6-(1-methylcyclopropoxy)-9H-purin-8-yl)-3-chlorobenzyl methanesulfonate